ClC1=C(C(=O)NCC(=O)N[C@@H](CC(C)C)B2OC([C@@H]3CSC[C@@H](C(O2)=O)N3C)=O)C=C(C=C1)Cl 2,5-dichloro-N-(2-(((R)-3-methyl-1-((1R,7R)-11-methyl-2,6-dioxo-3,5-dioxa-9-thia-11-aza-4-borabicyclo[5.3.1]undecan-4-yl)butyl)amino)-2-oxoethyl)benzamide